N7-(3,3-difluorocyclobutyl)pyrazolo[1,5-a]pyrimidine-3,7-dicarboxamide FC1(CC(C1)NC(=O)C1=CC=NC=2N1N=CC2C(=O)N)F